F[P-](F)(F)(F)(F)F.N1(N=NC2=C1C=CC=C2)O[P+](N2CCCC2)(N2CCCC2)N2CCCC2 benzotriazol-1-yloxytri(pyrrolidino)phosphonium hexafluorophosphate